F[B-](F)(F)F.N1=CC=CC=C1.N1=CC=CC=C1.[I+] iodine bis(pyridine) tetrafluoroborate